N1(C=NC=C1)C1=CC=C(C(=O)N2CCC3(C(C3)CNC(=O)C3=CC=4C(=CN=CC4)O3)CC2)C=C1 N-[[6-(4-imidazol-1-ylbenzoyl)-6-azaspiro[2.5]octan-2-yl]methyl]furo[2,3-c]pyridine-2-carboxamide